CC1=CC=2N(N=C1)C(C(=C(N2)C(F)(F)F)C=2C=NC(=NC2)OCC(F)(F)F)=O 8-methyl-3-[2-(2,2,2-trifluoroethoxy)pyrimidin-5-yl]2-(trifluoromethyl)-4H-pyrimido[1,2-b]pyridazin-4-one